5-aminomethylcarbamoylmethyluridine NCNC(=O)CC=1C(NC(N([C@H]2[C@H](O)[C@H](O)[C@@H](CO)O2)C1)=O)=O